methyl (E)-4-[2-[2-[2-[2-[2-[bis(tert-butoxycarbonyl)amino] ethoxy]ethoxy]ethoxy]ethoxy]ethyl-methyl-amino]but-2-enoate C(C)(C)(C)OC(=O)N(CCOCCOCCOCCOCCN(C/C=C/C(=O)OC)C)C(=O)OC(C)(C)C